dinonyl 6,6'-((2-hydroxyethyl)azanediyl)dihexanoate OCCN(CCCCCC(=O)OCCCCCCCCC)CCCCCC(=O)OCCCCCCCCC